2-Methylthiophenol CC1=C(C=CC=C1)S